CC1(C=CC=CC1)C 5,5-dimethyl-1,3-cyclohexadiene